3-(3-(4-hydroxy-phenyl)-2-methoxycarbonyl-acrylamido)-benzoic acid methyl ester COC(C1=CC(=CC=C1)NC(C(=CC1=CC=C(C=C1)O)C(=O)OC)=O)=O